tert-butyl (R)-2-(((S)-1-(2,6-dichloropyridin-4-yl)-2-hydroxyethoxy)methyl)-3-methylbutanoate ClC1=NC(=CC(=C1)[C@@H](CO)OC[C@H](C(=O)OC(C)(C)C)C(C)C)Cl